CN1C=NC=C1CN1C(C2=C(C=3C=CC=NC13)CCN(C2)C(=O)OC(C)(C)C)=O tert-butyl 6-((1-methyl-1H-imidazol-5-yl) methyl)-5-oxo-1,4,5,6-tetrahydropyrido[3,4-C][1,8]naphthyridine-3(2H)-carboxylate